Octadecyl-maleamic acid C(CCCCCCCCCCCCCCCCC)/C(/C(=O)O)=C/C(=O)N